C(C)N(C([O-])=O)[C@@H]1C[C@@H](C1)OC1=C2C=NN(C2=CC(=C1)C1=CC=C(C=C1)O)C1OCCCC1 cis-N-ethyl-N-[3-[(6-(4-hydroxyphenyl)-1-(tetrahydro-2H-pyran-2-yl)-1H-Indazol-4-yl)oxy]cyclobutyl]carbamate